isoxazolo[5,4-b]pyridin-3-amine O1N=C(C=2C1=NC=CC2)N